NCCCN(C1CC(N(C1)C1=CC=C(C=C1)S(=O)(=O)N1CCN(CC1)C(=O)OCC1=CC=CC=C1)=O)C(=O)OC(C)(C)C Benzyl 4-[4-[4-[3-aminopropyl(tert-butoxycarbonyl)amino]-2-oxo-pyrrolidin-1-yl]phenyl]sulfonylpiperazine-1-carboxylate